N-[(1S)-1-(2,4-difluorophenyl)ethyl]-2-(5-methyl-2-oxo-1H-1,6-naphthyridin-3-yl)acetamide FC1=C(C=CC(=C1)F)[C@H](C)NC(CC=1C(NC2=CC=NC(=C2C1)C)=O)=O